N1N=CC(=C1)C1=NNC2=CC(=CC=C12)NC=1C=C(C=CC1)NC(=O)NC1=CC(=NN1C1=C(C=C(C=C1)F)F)C(C)(C)C 1-(3-((3-(1H-pyrazol-4-yl)-1H-indazol-6-yl)amino)phenyl)-3-(3-(tert-butyl)-1-(2,4-difluorophenyl)-1H-pyrazol-5-yl)urea